copper(2+) sulphate S(=O)(=O)([O-])[O-].[Cu+2]